C1(CC1)C=1C(=CC=2N(N1)C(=CN2)C2=CC=C(C(=N2)N[C@H]2CNCCC2)C#C[Si](C(C)C)(C(C)C)C(C)C)OC (R)-6-(6-cyclopropyl-7-methoxyimidazo[1,2-b]pyridazin-3-yl)-N-(piperidin-3-yl)-3-((triisopropylsilyl)ethynyl)pyridin-2-amine